C1(=CC=CC=C1)NCC[Si](OC)(OC)OC N-phenyl-2-aminoethyltrimethoxysilane